ClC=1C=CC(=C(C1)C=1N=CN(C(C1)=O)C(C(=O)NC=1C=C2N=CC=NC2=CC1)F)N1N=NC(=C1)Cl 2-(4-(5-chloro-2-(4-chloro-1H-1,2,3-triazol-1-yl)phenyl)-6-oxopyrimidin-1(6H)-yl)-2-fluoro-N-(quinoxalin-6-yl)acetamide